NC(C(C1=CC=CC=C1)SC1=C(C(=C(C(=N1)N(CCNC(OC(C)(C)C)=O)C)C#N)CC)C#N)=O tert-butyl (2-((6-((2-amino-2-oxo-1-phenylethyl)thio)-3,5-dicyano-4-ethylpyridin-2-yl)(methyl)amino)ethyl)carbamate